Cl.C1(=CC(=CC=C1)C[C@H](C(=O)O)[C@@H]1CNCC1)C1=CC=CC=C1 (2S)-3-(Biphenyl-3-yl)-2-[(3R)-pyrrolidin-3-yl]propanoic acid hydrochloride